monotertiary butyl-oxycarbonylamine C(C)(C)(C)OC(=O)N